C(N)([2H])[2H] methan-d2-amine